3-[(2E)-3,7-dimethylocta-2,6-dien-1-yl]-2,4-dihydroxy-6-butylbenzoic acid C\C(=C/CC=1C(=C(C(=O)O)C(=CC1O)CCCC)O)\CCC=C(C)C